((1H-indazol-5-yl)ethynyl)-N-(piperidin-2-ylmethyl)-[2,4'-bipyrimidin]-2'-amine N1N=CC2=CC(=CC=C12)C#CC1=NC(=NC=C1)C1=NC(=NC=C1)NCC1NCCCC1